ClC=1C=C(C=CC1)N1C(=NC2=C1C=CC(=C2)C(=O)N2CCCCC2)CCC(=O)N 3-(1-(3-chlorophenyl)-5-(piperidine-1-carbonyl)-1H-benzo[d]imidazol-2-yl)propanamide